4-((3-(3-fluorophenethyl)-2,4-dioxo-3,4-dihydroquinazolin-1(2H)-yl)methyl)-N-hydroxybenzamide FC=1C=C(CCN2C(N(C3=CC=CC=C3C2=O)CC2=CC=C(C(=O)NO)C=C2)=O)C=CC1